N[C@@H](C(=O)NC1=CC(=C(C=C1)Br)F)CC1=CC=CC=C1 (R)-2-amino-3-phenyl-N-(3-fluoro-4-bromophenyl)-propionamide